C1=CC(=CC=2OC3=C(C21)C=CC=C3)C3=NC(=NC(=N3)C3=CC=CC=C3)C3=CC=CC2=C3C3=C(O2)C=CC(=C3)N3C2=CC=CC=C2C=2C=C(C=CC32)C3=CC=CC=C3 9-[9-(4-Dibenzofuran-3-yl-6-phenyl-1,3,5-triazin-2-yl)dibenzofuran-2-yl]-3-phenyl-carbazol